(R)-N-((R)-4-(cyclopropylamino)-3,4-dioxo-1-((R)-2-oxopyrrolidin-3-yl)butan-2-yl)-2-(2-hydroxy-2,2-diphenylacetamido)-4-methylpentanamide C1(CC1)NC(C([C@@H](C[C@@H]1C(NCC1)=O)NC([C@@H](CC(C)C)NC(C(C1=CC=CC=C1)(C1=CC=CC=C1)O)=O)=O)=O)=O